C(C(=C)C)(=O)OC(CC)CCCC heptane-3-yl methacrylate